4-(2-(8-fluoro-2-methylimidazo[1,2-a]pyridin-6-yl)-4-oxo-4H-pyrido[1,2-a][1,3,5]triazin-7-yl)-2,2-dimethylpiperazine-1-carboxylic acid tert-butyl ester C(C)(C)(C)OC(=O)N1C(CN(CC1)C=1C=CC=2N(C(N=C(N2)C=2C=C(C=3N(C2)C=C(N3)C)F)=O)C1)(C)C